Racemic-N-(6-amino-5-ethyl-3-pyridyl)-2-[(2R,5S)-5-methyl-2-[2-(4-methylmorpholin-2-yl)-1,3-benzothiazol-5-yl]-1-piperidyl]-2-oxo-acetamide NC1=C(C=C(C=N1)NC(C(=O)N1[C@H](CC[C@@H](C1)C)C=1C=CC2=C(N=C(S2)[C@H]2CN(CCO2)C)C1)=O)CC |&1:26|